3-[3-(benzotri-azol-2-yl)-5-tert-butyl-4-hydroxy-phenyl]propanoic acid N=1N(N=C2C1C=CC=C2)C=2C=C(C=C(C2O)C(C)(C)C)CCC(=O)O